1,7-dichloropyrido[3,4-d]pyridazine ClC1=C2C(=CN=N1)C=NC(=C2)Cl